CN1N=C(C=C1C)NC1=NC=C(C(=N1)C1=CNC2=C(C=CC=C12)NC(CN1C[C@H](CC1)OC1=C(SC=C1)C)=O)C (S)-N-(3-(2-((1,5-dimethyl-1H-pyrazol-3-yl)amino)-5-methylpyrimidin-4-yl)-1H-indol-7-yl)-2-(3-((2-methylthiophen-3-yl)oxy)pyrrolidin-1-yl)acetamide